4-(2,3-dihydrobenzo[b][1,4]dioxin-6-yl)-5-(pyridin-2-yl)-1H-imidazol O1C2=C(OCC1)C=C(C=C2)C=2N=CNC2C2=NC=CC=C2